7,7,9,9-Tetramethyl-2-cycloundecyl-1-oxa-3,8-di-aza-4-oxospiro-[4.5]decan CC1(CC2(C(NC(O2)C2CCCCCCCCCC2)=O)CC(N1)(C)C)C